CN1N=C(C(=C1O[C@@H](CNCC)C)C=1C=C2C(=CN1)N(N=C2C=C)C2OCCCC2)C (2R)-2-[2,5-dimethyl-4-(1-tetrahydropyran-2-yl-3-vinyl-pyrazolo[3,4-c]pyridin-5-yl)pyrazol-3-yl]oxy-N-ethyl-propan-1-amine